O1N=C(N=C1)C1(CCN(CC1)CC1=CC=C(C=C1)NC(C)=O)CCC1=CC=CC=C1 N-(4-((4-(1,2,4-oxadiazol-3-yl)-4-phenethylpiperidin-1-yl)methyl)phenyl)acetamide